N-(3-(2-(2H-Tetrazol-5-yl)ethyl)phenyl)-4-((2-methyl-4-phenylthiazol-5-yl)oxy)pyridin-2-amine N=1NN=NC1CCC=1C=C(C=CC1)NC1=NC=CC(=C1)OC1=C(N=C(S1)C)C1=CC=CC=C1